(S)-Ethyl 2-(3-(methylsulfonyloxy)propyl)-5-oxopyrrolidine-2-carboxylate CS(=O)(=O)OCCC[C@@]1(NC(CC1)=O)C(=O)OCC